oxalic acid glutarimide salt C1(CCCC(N1)=O)=O.C(C(=O)O)(=O)O